(R)-3,3-difluoro-1-azabicyclo[3.2.0]heptan FC1(CN2CC[C@@H]2C1)F